6-(2-(4-(5-(Difluoromethyl)-1,3,4-oxadiazol-2-yl)-2,6-difluorobenzyl)-2H-tetrazol-5-yl)-N-methylquinolin-2-amine FC(C1=NN=C(O1)C1=CC(=C(CN2N=C(N=N2)C=2C=C3C=CC(=NC3=CC2)NC)C(=C1)F)F)F